COC=1C=C(C=CC1OC)C=1C=C2C=CC=CN2C1N1C2=CC=CC=C2SC=2C=CC=CC12 10-(2-(3,4-dimethoxyphenyl)indolizin-3-yl)-10H-phenothiazine